IC1=NC(=C(C=C1I)I)I 2,3,5,6-tetraiodopyridine